IC=1N=NNC1 monoiodo-1,2,3-triazole